C(C)N1C(C=CC(=C1)[Sn](C)(C)C)=O 1-ethyl-5-(trimethylstannyl)pyridin-2(1H)-one